6-(6-ethoxypyridin-3-yl)-N'-((2-fluoro-5-methoxypyridin-3-yl)methyl)pyrazine-2-carbohydrazide C(C)OC1=CC=C(C=N1)C1=CN=CC(=N1)C(=O)NNCC=1C(=NC=C(C1)OC)F